2-amino-9H-purin NC1=NC=C2N=CNC2=N1